tert-butyl (3S,5R)-4-methoxy-3,4,5-trimethylpiperidine-1-carboxylate COC1([C@H](CN(C[C@H]1C)C(=O)OC(C)(C)C)C)C